COCCN1C(N(C2=CC=C(C=C2C1=O)NC(N)=O)CCN1CCCCC1)=O 3-(3-(2-methoxyethyl)-2,4-dioxo-1-(2-(piperidin-1-yl)ethyl)-1,2,3,4-tetrahydroquinazolin-6-yl)urea